5-((5-(2-(((1R,3S)-3-aminocyclopentyl)oxy)-4-fluoro-6-methoxyphenyl)-1H-pyrazol-3-yl)amino)pyrazine-2-carbonitrile N[C@@H]1C[C@@H](CC1)OC1=C(C(=CC(=C1)F)OC)C1=CC(=NN1)NC=1N=CC(=NC1)C#N